COC[C@@H]1CO1 (S)-glycidyl methyl ether